FC=1C=C(C=CC1N1C(CCC1)=O)C=1C=CC(=NC1)NC1=CC2=C(OC[C@H]3N2C(CC3)=O)N=C1 (S)-2-((5-(3-fluoro-4-(2-oxopyrrolidin-1-yl)phenyl)pyridin-2-yl)amino)-6,6a,7,8-tetrahydro-9H-pyrido[2,3-b]pyrrolo[1,2-d][1,4]oxazin-9-one